CN(C(=O)N1CCC(CC1)N1C2=NC(=NC(=C2N=C1)NN=CC1=CC(=CC=C1)C)N1CCOCC1)C N,N-dimethyl-4-(6-(2-(3-methylbenzylidene)hydrazinyl)-2-morpholino-9H-purin-9-yl)piperidine-1-carboxamide